ClC1=CC=C(C(=N1)C(=O)N)O[C@H](C)C=1C=C(C=C2C(C(=C(OC12)C1=CC2C(N=C1)=NC(=N2)C)C)=O)C 6-Chloro-3-[(1R)-1-[3,6-dimethyl-2-(2-methyl-7aH-imidazo[4,5-b]pyridin-6-yl)-4-oxo-chromen-8-yl]ethoxy]pyridine-2-carboxamide